ethyl 6-[(2R)-2-[5-fluoro-2-(methylsulfanyl)phenyl]pyrrolidin-1-yl]imidazo[1,2-b]pyridazine-3-carboxylate FC=1C=CC(=C(C1)[C@@H]1N(CCC1)C=1C=CC=2N(N1)C(=CN2)C(=O)OCC)SC